FC1(OC2=C(O1)C=CC(=C2)C2(CC2)C(=O)N[C@@H]2C[C@@H](OC1=CC(=CC=C21)C(F)(F)F)C=2C=C(C(=O)O)C=CC2)F 3-[(2R,4R)-4-({[1-(2,2-difluoro-1,3-benzodioxol-5-yl)cyclopropyl]carbonyl}amino)-7-(trifluoromethyl)-3,4-dihydro-2H-chromen-2-yl]benzoic acid